6'-bromo-3'H-spiro[azetidine-3,1'-isobenzofuran]-1-carboxylic acid tert-butyl ester C(C)(C)(C)OC(=O)N1CC2(OCC3=CC=C(C=C23)Br)C1